(+/-)-3-(4-Fluorophenyl)-N7-methyl-N5-(1-methyl-1H-pyrazol-4-yl)-2,3-dihydrobenzofuran-5,7-dicarboxamid FC1=CC=C(C=C1)[C@H]1COC2=C1C=C(C=C2C(=O)NC)C(=O)NC=2C=NN(C2)C |r|